2-(4-Fluorophenyl)-N-[4-(5-methyl-4-oxo-3-phenyl-4,5-dihydro-1H-pyrrolo[3,2-c]pyridin-2-yl)pyridin-2-yl]acetamide FC1=CC=C(C=C1)CC(=O)NC1=NC=CC(=C1)C1=C(C=2C(N(C=CC2N1)C)=O)C1=CC=CC=C1